para-dodecylphenol C(CCCCCCCCCCC)C1=CC=C(C=C1)O